Heptyl 5-(4-(N-(2-(dinonylamino) ethyl)-N-nonylglycoyl) piperazin-1-yl)-5-oxopentanoate C(CCCCCCCC)N(CCN(CC(=O)N1CCN(CC1)C(CCCC(=O)OCCCCCCC)=O)CCCCCCCCC)CCCCCCCCC